FC1=C(C=2C=NC(=NC2C=C1C1=C(C2=C(OCCN2)N=C1)C)NC1=CC2=C(CCCN(C2)C)C=C1)N 6-fluoro-7-(8-methyl-2,3-dihydro-1H-pyrido[2,3-b][1,4]oxazin-7-yl)-N~2~-(2-methyl-2,3,4,5-tetrahydro-1H-2-benzazepin-8-yl)quinazoline-2,5-diamine